5-(5-amino-7-(4-chlorophenyl)-2-((3-fluoropyridin-2-yl)methyl)-[1,2,4]triazolo[1,5-c]pyrimidin-8-yl)-1-methylpyridin-2(1H)-one NC1=NC(=C(C=2N1N=C(N2)CC2=NC=CC=C2F)C=2C=CC(N(C2)C)=O)C2=CC=C(C=C2)Cl